(R)-4-((2-methylmorpholino)methyl)-2-nitro-6-(trifluoromethyl)aniline C[C@H]1OCCN(C1)CC1=CC(=C(N)C(=C1)C(F)(F)F)[N+](=O)[O-]